1-((1-((2S,4R)-4-(methylamino)-2-phenylpiperidin-1-carbonyl)piperidin-4-yl)methylPhenyl)-4-phenylpyridin-2(1H)-one CN[C@H]1C[C@H](N(CC1)C(=O)N1CCC(CC1)CC1=C(C=CC=C1)N1C(C=C(C=C1)C1=CC=CC=C1)=O)C1=CC=CC=C1